FC1(CCN(CC1)C1=C(C=CC=C1[N+](=O)[O-])F)CN1C[C@H](O[C@H](C1)C)C (2R,6S)-4-{[4-fluoro-1-(2-fluoro-6-nitrophenyl)piperidin-4-yl]methyl}-2,6-dimethylmorpholine